FC1=CC(=C(C=C1)C#CC=1C=CC=NC1)NS(=O)(=O)C1=CC=CC2=CC=CC=C12 5-{2-[4-Fluoro-2-(naphthalin-1-sulfonamido)phenyl]ethynyl}pyridin